CC=1SC=2CN(C3=C(N=CC=C3C2N1)N)C 2,5-dimethyl-4,5-dihydrothiazolo[5,4-c][1,7]naphthyridin-6-amine